2-cyclohexyl-3-(dicyclohexylphosphino)-1-methyl-1H-indole C1(CCCCC1)C=1N(C2=CC=CC=C2C1P(C1CCCCC1)C1CCCCC1)C